2,6-difluoro-4-(5-fluorobenzselenazol-2-yl)aniline FC1=C(N)C(=CC(=C1)C=1[Se]C2=C(N1)C=C(C=C2)F)F